ClC1=CC(=C(C=C1)[C@]1(OC2=C(O1)C=CC=C2C2CCN(CC2)[C@@H](C)C2=NC1=C(N2C[C@H]2OCC2)C=C(C=C1)C(=O)O)C)F 2-((S)-1-(4-((R)-2-(4-chloro-2-fluorophenyl)-2-methylbenzo[d][1,3]dioxolan-4-yl)-piperidin-1-yl)ethyl)-1-(((S)-oxetan-2-yl)methyl)-1H-benzo[d]imidazole-6-carboxylic acid